3-(6-(((3S,4R)-1-(5-chloro-4-((1-methyl-2-oxoindolin-5-yl)amino)pyrimidin-2-yl)-3-(trifluoromethyl)piperidin-4-yl)amino)-1-methyl-1H-indazol-3-yl)piperidine-2,6-dione ClC=1C(=NC(=NC1)N1C[C@@H]([C@@H](CC1)NC1=CC=C2C(=NN(C2=C1)C)C1C(NC(CC1)=O)=O)C(F)(F)F)NC=1C=C2CC(N(C2=CC1)C)=O